CN1N=C(C=C1C)NC1=NC=C(C(=N1)C1=CNC2=C(C=CC=C12)N1C(C2=CC=CC(=C2C1)NC(=O)C=1N=C(OC1)C)=O)C N-(2-(3-(2-((1,5-dimethyl-1H-pyrazol-3-yl)amino)-5-methylpyrimidin-4-yl)-1H-indol-7-yl)-1-oxoisoindolin-4-yl)-2-methyloxazole-4-carboxamide